3-indoleacetamide N1C=C(C2=CC=CC=C12)CC(=O)N